C(C1=CC=CC=C1)OP(O)(O)=O Benzyl-Phosphoric Acid